N-(4-trifluoromethoxyphenyl)pyrazinamide FC(OC1=CC=C(C=C1)NC(=O)C1=NC=CN=C1)(F)F